C12CN(CC2C1)CC(=O)NC=1N=CC2=CC=C(C=C2C1)C1=CN=CS1 2-(3-azabicyclo[3.1.0]hex-3-yl)-N-(6-(thiazol-5-yl)isoquinolin-3-yl)acetamide